tert-butyl rel-methyl((6-((4bR,8aR)-4b,7,7-trimethyl-2-(methylthio)-4b,7,8,8a-tetrahydropyrano[3',4':4,5]pyrrolo[2,3-d]pyrimidin-9(5H)-yl)pyridin-2-yl)methyl)carbamate CN(C(OC(C)(C)C)=O)CC1=NC(=CC=C1)N1[C@H]2[C@@](C3=C1N=C(N=C3)SC)(COC(C2)(C)C)C |o1:17,18|